ClC1=NC(=C(C(=N1)N1C[C@@H](N(CC1)C(=O)[O-])CC#N)[N+](=O)[O-])CC1(CCCC2=CC=CC=C12)C(=O)OC (2S)-4-(2-Chloro-6-((1-(methoxycarbonyl)-1,2,3,4-tetrahydronaphthalen-1-yl)methyl)-5-nitropyrimidin-4-yl)-2-(cyano Methyl)piperazine-1-carboxylate